2-(1,3-dioxo-1,3-dihydro-2H-isoindol-2-yl)quinoline O=C1N(C(C2=CC=CC=C12)=O)C1=NC2=CC=CC=C2C=C1